(4-methoxyphenyl) iminoacetate N=CC(=O)OC1=CC=C(C=C1)OC